ClC1=C(C=CC=C1)C=1N(C2=NC(=NC(=C2N1)OC(C)C)SC)C1=CC=C(C=C1)Cl 8-(2-chlorophenyl)-9-(4-chlorophenyl)-6-isopropoxy-2-methylsulfanyl-purine